O.OC1=CC=2C3=CC(=C(C=C3C3=CC(=C(C=C3C2C=C1O)O)O)O)O 2,3,6,7,10,11-hexahydroxytriphenylene hydrate